1-(3-chloro-8,8-difluoro-6,7,8,9-tetrahydropyrido[3,2-b]indolizin-7-yl)-2-oxopyrrolidin ClC1=CC=2C=C3CC(C(CN3C2N=C1)(F)F)N1C(CCC1)=O